COCC(CCC)OC 1,2-dimethoxypentane